C(C)(=O)OC/C(=C(/COC(C(C)C)=O)\Br)/Br (2E)-2,3-dibromo-4-[(2-methylpropionyl)oxy]but-2-en-1-yl acetate